C1(CC1)S(=O)(=O)N1N=CC(=C1)C1=NC=CC(=N1)NC1=NC=C(C(=C1)NC1CCC(CC1)(O)CO)C1=NN(C=C1)C (1s,4s)-4-((2-((2-(1-(Cyclopropylsulfonyl)-1H-pyrazol-4-yl)pyrimidin-4-yl)amino)-5-(1-methyl-1H-pyrazol-3-yl)pyridin-4-yl)amino)-1-(hydroxymethyl)cyclohexan-1-ol